2-vinyl-4,6-diamino-1,3,5-triazine C(=C)C1=NC(=NC(=N1)N)N